N-(2-methylphenyl)o-bromobenzamide tert-butyl-3-(((1-methoxy-2-methyl-1-oxopropan-2-yl)amino)methyl)pyrrolidine-1-carboxylate C(C)(C)(C)OC(=O)N1CC(CC1)CNC(C(=O)OC)(C)C.CC1=C(C=CC=C1)NC(C1=C(C=CC=C1)Br)=O